1H-imidazole-5-Formamide N1C=NC=C1C(=O)N